(7S)-2-(((1-((3,3-difluorocyclobutyl)methyl)-1H-pyrazol-4-yl)methyl)amino)-4,7,8-trimethyl-7,8-dihydropteridin-6(5H)-one FC1(CC(C1)CN1N=CC(=C1)CNC1=NC=2N([C@H](C(NC2C(=N1)C)=O)C)C)F